FC1=C2CC(N=C(C2=CC=C1)C=1C=NC2=CC=CC=C2C1)(C)C 3-(5-fluoro-3,3-dimethyl-3,4-dihydro-isoquinolin-1-yl)quinoline